C(C)(CCCCCCCCCCCC)O Secondary Tetradecanol